3-(cyanomethyl)-7-((3-fluoro-1-(2-hydroxy-3-methoxypropyl)piperidin-4-yl)amino)benzo[b]thiophen C(#N)CC=1C2=C(SC1)C(=CC=C2)NC2C(CN(CC2)CC(COC)O)F